ClC=1C=CC(=C(C1)[C@@]1(C(NC2=CC(=CC=C12)C(F)(F)F)=O)CC#N)OC (3R)-2-(3-(5-chloro-2-methoxyphenyl)-2-oxo-6-(trifluoromethyl)indolin-3-yl)acetonitrile